N-(4-((4-(2-(3-methoxy-1-methylazetidin-3-yl)pyridin-4-yl)phenyl)sulfonyl)cyclohexyl)-5-(trifluoromethyl)pyridin-2-amine COC1(CN(C1)C)C1=NC=CC(=C1)C1=CC=C(C=C1)S(=O)(=O)C1CCC(CC1)NC1=NC=C(C=C1)C(F)(F)F